C=1(C(=CC=C2C=CC=CC12)S(=O)(=O)O)S(=O)(=O)O.[Li] lithium naphthalenedisulfonic acid